O=C(COC1=CC=CC=C1)NCCC(NCCOCCOCCC(=O)NC1CCC(CC1)C(=O)OC(C)(C)C)=O tert-butyl (1s,4s)-4-(2,6-dioxo-1-phenoxy-10,13-dioxa-3,7-diazahexadecan-16-amido)cyclohexane-1-carboxylate